N-((1r,4r)-4-(3-chloro-4-cyanophenoxy)cyclohexyl)-6-(4-((4-(2-(2,6-diOxopiperidin-3-yl)-7-fluoro-1-oxoisoindoline-5-yl)piperidin-1-yl)methyl)piperidin-1-yl)pyridazine ClC=1C=C(OC2CCC(CC2)N2NC=CC=C2N2CCC(CC2)CN2CCC(CC2)C=2C=C3CN(C(C3=C(C2)F)=O)C2C(NC(CC2)=O)=O)C=CC1C#N